ClC1=CC=C(C=C1)C(=O)N[C@@H](C(=O)N[C@H](C(=O)N[C@H](C(O)C(NC1CC1)=O)C[C@H]1C(NCC1)=O)CCC)C1CCCC1 (2S)-2-[(2R)-2-[(4-chlorophenyl)formamido]-2-cyclopentylacetamido]-N-[(2S)-1-(cyclopropylcarbamoyl)-1-hydroxy-3-[(3S)-2-oxopyrrolidin-3-yl]propan-2-yl]pentanamide